FC(C(=O)OC(C(F)(F)OC(F)(F)F)=O)(OC(F)(F)F)F 2,2-difluoro-2-(trifluoromethoxy)acetic anhydride